CCCCCC/C=C/CCC/C=C\\CCCCC(=O)SCCNC(=O)CCNC(=O)[C@@H](C(C)(C)COP(=O)(O)OP(=O)(O)OC[C@@H]1[C@H]([C@H]([C@@H](O1)N2C=NC3=C(N=CN=C32)N)O)OP(=O)(O)O)O The molecule is an octadecadienoyl-CoA that results from the formal condensation of the thiol group of coenzyme A with the carboxy group of (6Z,11E)-octadecadienoic acid. It is a conjugate acid of a (6Z,11E)-octadecadienoyl-CoA(4-).